FC1=CC=C(C=C1)N1C(=C(C2=C1C=C1C=NNC1=C2)I)C(C)C 5-(4-Fluorophenyl)-7-iodo-6-isopropyl-1H-pyrrolo[2,3-f]indazole